N-(4-((2-(1,1-difluoroethyl)-6-methylpyrimidin-4-yl)amino)-5-ethoxypyridin-2-yl)cyclopropanecarboxamide FC(C)(F)C1=NC(=CC(=N1)NC1=CC(=NC=C1OCC)NC(=O)C1CC1)C